Ethyl (E)-4-[4-(7-chloro-2-prop-2-ynyloxy-10,11-dihydro-dibenzo[b,f]azepin-5-yl)-butylamino]-but-2-enoate ClC1=CC2=C(CCC3=C(N2CCCCNC/C=C/C(=O)OCC)C=CC(=C3)OCC#C)C=C1